C1(CCCC1)CN1CC2=C(N=C(N(C2=O)CC=2C=NC(=CC2)C(F)(F)F)C)CC1 6-(cyclopentylmethyl)-2-methyl-3-((6-(trifluoromethyl)pyridin-3-yl)methyl)-5,6,7,8-tetrahydropyrido[4,3-d]pyrimidin-4(3h)-one